ClC1=C2N(C=NC2=NC(=N1)NC(C)=O)C1C([C@@H]2O[Si](O[Si](OC[C@]2(S1)C#C[Si](CC)(CC)CC)(C(C)C)C(C)C)(C(C)C)C(C)C)I N-(6-chloro-7-((6aR,9aR)-9-iodo-2,2,4,4-tetraisopropyl-6a-((triethylsilyl)ethynyl)tetrahydro-6H-thieno[3,2-f][1,3,5,2,4]trioxadisilocin-8-yl)-7H-purin-2-yl)acetamide